ClC=1C=C(C(N(N1)C)=O)NC1=NC=NC=C1 6-Chloro-2-methyl-4-(pyrimidin-4-ylamino)pyridazin-3(2H)-one